CN(C1=CC=C(C#N)C=C1)C 4-(Dimethylamino)benzonitrile